phosphonobutanetricarboxylic acid calcium [Ca].P(=O)(O)(O)C(C(C(=O)O)(C(=O)O)C(=O)O)CC